7-ethoxy-2-(1-methyl-2-oxabicyclo[2.1.1]hex-4-yl)imidazo[1,2-a]pyrimidine-6-carboxylic acid C(C)OC1=NC=2N(C=C1C(=O)O)C=C(N2)C21COC(C2)(C1)C